C1(CC1)C(N[S@@](=O)C(C)(C)C)C1=CN=C(C2=CC=CC=C12)OC (S)-N-(cyclopropyl-(1-methoxyisoquinolin-4-yl)methyl)-2-methylpropan-2-sulfinamide